C(C)(C)(C)P(C1=CC=C(C=C1)N(C)C)C(C)(C)C di-tert-butyl(4-dimethylaminophenyl)-phosphine